NCC(CN1N=CN(C1=O)CC=1SC(=CC1)C=1CCN(CC1)C)=C(F)F 2-[2-(aminomethyl)-3,3-difluoro-allyl]-4-[[5-(1-methyl-3,6-dihydro-2H-pyridin-4-yl)-2-thienyl]methyl]-1,2,4-triazol-3-one